FC(CC[C@H]1N(S(C2=C(N(C1)C13CCC(CC1)(CC3)F)C=C(C(=C2)O)SC)(=O)=O)C)(C)F (R)-3-(3,3-difluorobutyl)-5-(4-fluorobicyclo[2.2.2]octan-1-yl)-8-hydroxy-2-methyl-7-(methylthio)-2,3,4,5-tetrahydrobenzo[f][1,2,5]thiadiazepine 1,1-dioxide